BrC=1C=C(C=2C(=NN(N2)C)C1)C(=O)OC methyl 6-bromo-2-methyl-2H-benzo[d][1,2,3]triazole-4-carboxylate